2-chloro-N-((1R,2R,4S)-7-cyano-7-azabicyclo[2.2.1]heptan-2-yl)-4-(1-methyl-1H-imidazol-4-yl)benzamide ClC1=C(C(=O)N[C@H]2[C@H]3CC[C@@H](C2)N3C#N)C=CC(=C1)C=1N=CN(C1)C